Methyl 5-bromo-3-cyano-1-ethylpyrrolo[2,3-b]pyridine-6-carboxylate BrC=1C=C2C(=NC1C(=O)OC)N(C=C2C#N)CC